NC=1C=C(C=CC1)S(=O)(=O)NC(=O)C=1C(=NC(=CC1)C(C)(C)C)C=1C=C2CCCC2=CC1 N-(3-Aminophenyl)sulfonyl-6-tert-butyl-2-indan-5-ylpyridin-3-carboxamid